CC1(C2=CC=CC=C2C=2C=CC(=CC12)NC=1C=CC=2N(C3=CC=CC=C3C2C1)C1=CC=CC=C1)C N-(9,9-dimethyl-9H-fluoren-2-yl)-9-phenyl-9H-carbazol-3-amine